C(=O)(C=C)N[C@@H](C)C(=O)O Acryl-L-alanine